1-([1,2,4]triazolo[1,5-a]pyrazin-2-yl)-3-(6-(4-isopropyl-4H-1,2,4-triazol-3-yl)-pyridin-2-yl)urea N=1C(=NN2C1C=NC=C2)NC(=O)NC2=NC(=CC=C2)C2=NN=CN2C(C)C